(S)-N-(8,9-difluoro-6-oxo-1,2,3,4,5,6-hexahydrobenzo[c][1,7]naphthyridin-1-yl)-N-methylbenzo[d]thiazole-5-carboxamide FC=1C(=CC2=C(C(NC=3CNC[C@H](C23)N(C(=O)C=2C=CC3=C(N=CS3)C2)C)=O)C1)F